(R)-3,3'-bis(3-nitrophenyl)-1,1'-binaphthol phosphate P(=O)(O)(O)OC=1C(=C2C=CC=CC2=CC1C1=CC(=CC=C1)[N+](=O)[O-])C1=CC(=CC2=CC=CC=C12)C1=CC(=CC=C1)[N+](=O)[O-]